F.[Mg] magnesium hydrofluoric acid